2-(4-bromo-2-(ethylsulfoxy)phenyl)-9,9-bis(2-ethylhexyl)-9H-fluorene BrC1=CC(=C(C=C1)C1=CC=2C(C3=CC=CC=C3C2C=C1)(CC(CCCC)CC)CC(CCCC)CC)OS(=O)(=O)OCC